N-(4-(4-Amino-1-(oxetan-3-yl)-1H-pyrazolo[3,4-d]pyrimidin-3-yl)phenyl)-5-(4-chlorophenyl)-1-isopropyl-4-oxo-1,4-dihydropyridazine-3-carboxamide NC1=C2C(=NC=N1)N(N=C2C2=CC=C(C=C2)NC(=O)C2=NN(C=C(C2=O)C2=CC=C(C=C2)Cl)C(C)C)C2COC2